FC=1C=CC(=NC1)C1=NN2C(OCCC2)=C1C1=CC=NC2=CC=C(N=C12)OC 2-(5-Fluoro-2-pyridyl)-3-(6-methoxy-1,5-naphthyridin-4-yl)-6,7-dihydro-5H-pyrazolo[5,1-b][1,3]oxazine